N-(3-chloro-5-(methylsulfonyl)phenyl)-5-(3-fluoro-5-(3-fluoroazetidin-1-yl)pyridin-2-yl)-1-methyl-1H-pyrrole-3-carboxamide ClC=1C=C(C=C(C1)S(=O)(=O)C)NC(=O)C1=CN(C(=C1)C1=NC=C(C=C1F)N1CC(C1)F)C